ClC=1C=CC(=C(C1)C1(CC(C1)=O)C)I 3-(5-chloro-2-iodophenyl)-3-methylcyclobutan-1-one